1-methyl-4-(prop-2-yn-1-yl)-piperazine CN1CCN(CC1)CC#C